C=1(O)C(O)=CC(=CC1)N 4-Catecholamine